FCC1=C(C(=CC(=C1)CF)CF)[B] 2,4,6-trifluoromethyl-phenyl-boron